8-(4-fluoro-2,3-dimethylphenyl)-9-(4-((1-(3-fluoropropyl)azetidin-3-yl)methyl)phenyl)-6,7-dihydro-5H-benzo[7]annulene-3-carboxylic acid hydrochloride Cl.FC1=C(C(=C(C=C1)C=1CCCC2=C(C1C1=CC=C(C=C1)CC1CN(C1)CCCF)C=CC(=C2)C(=O)O)C)C